6-(((1-methylpiperidin-4-yl)oxy)methyl)-4-propoxy-3-(trifluoromethyl)-1-((2-(trimethylsilyl)ethoxy)methyl)-1H-pyrrolo[2,3-b]pyridine CN1CCC(CC1)OCC1=CC(=C2C(=N1)N(C=C2C(F)(F)F)COCC[Si](C)(C)C)OCCC